5-[(4-azidobenzoylmethyl)thio]uracil N(=[N+]=[N-])C1=CC=C(C(=O)CSC=2C(NC(NC2)=O)=O)C=C1